DEOXYADENOSINE MONOPHOSPHATE P(=O)(O)(O)OC[C@@H]1[C@H](C[C@@H](O1)N1C=NC=2C(N)=NC=NC12)O